3-bromo-5-fluoro-2-(trimethylstannyl)pyridine tert-butyl-3-bromopyrrolidine-1-carboxylate C(C)(C)(C)OC(=O)N1CC(CC1)Br.BrC=1C(=NC=C(C1)F)[Sn](C)(C)C